(S)-methyl (2-((((9H-fluoren-9-yl)methoxy)carbonyl)amino)propionamido)acetate C1=CC=CC=2C3=CC=CC=C3C(C12)COC(=O)N[C@H](C(=O)NCC(=O)OC)C